N1=CC=C(C=C1)NC1=CC(=NC=C1)NC(C1=CC(=CC=C1)NC1=C2C=CC=NC2=CC=C1)=O N-(4-(pyridin-4-ylamino)pyridin-2-yl)-3-(quinolin-5-ylamino)benzamide